NC[C@@]1([C@@H]2CCN(C[C@H]12)C1=CN=C2C(=N1)NN=C2C=2C=C(C1=C(NC(N1)=O)C2)OC)C2=C(C=CC=C2)F 6-(6-((1S,6R,7R)-7-(aminomethyl)-7-(2-fluorophenyl)-3-azabicyclo[4.1.0]heptan-3-yl)-1H-pyrazolo[3,4-b]pyrazin-3-yl)-4-methoxy-1,3-dihydro-2H-benzo[d]imidazol-2-one